3,3-dimethyl-2-oxo-butyric acid CC(C(C(=O)O)=O)(C)C